3-((4-(5-(2-(4-(((5-fluoro-4-oxo-2-(((tetrahydro-2H-pyran-4-yl)thio)methyl)-3,4-dihydroquinazolin-7-yl)oxy)methyl)piperidin-1-yl)ethyl)pyridin-2-yl)phenyl)amino)piperidine-2,6-dione FC1=C2C(NC(=NC2=CC(=C1)OCC1CCN(CC1)CCC=1C=CC(=NC1)C1=CC=C(C=C1)NC1C(NC(CC1)=O)=O)CSC1CCOCC1)=O